C(C)N1C(C(C(C1)CCN1CCOCC1)(C1=CC=CC=C1)C1=CC=CC=C1)=O 1-ethyl-4-(2-morpholin-4-ylethyl)-3,3-diphenylpyrrolidin-2-one